1-Methyl-2-(6-trifluoromethoxy-benzothiazol-2-ylamino)-1H-benzoimidazole-6-carboxylic acid [2-(2-hydroxy-ethoxy)-ethyl]-amide OCCOCCNC(=O)C=1C=CC2=C(N(C(=N2)NC=2SC3=C(N2)C=CC(=C3)OC(F)(F)F)C)C1